NC1=C(C(=CC=C1F)[N+](=O)[O-])N1C[C@@H](CC1)NC(OC(C)(C)C)=O tert-butyl (R)-(1-(2-amino-3-fluoro-6-nitrophenyl)pyrrolidin-3-yl)carbamate